ClC=1C=CN2C1C(NC1=C2SC(=C1)CN1CCN(CC1)C=1C=CC(=NC1C)C(=O)NC)=O 5-(4-((6-chloro-5-oxo-4,5-dihydropyrrolo[1,2-a]thieno[3,2-e]pyrazin-2-yl)methyl)piperazin-1-yl)-N,6-dimethylpyridinecarboxamide